P(=O)(OC[N+]1=C(C(=CC=C1)C1=CC(=NO1)CC=1C=NC(=CC1)N1C(CC1)C1=CC=CC=C1)N)(O)[O-] (2-amino-3-(3-((6-(2-phenylazetidin-1-yl)pyridin-3-yl)methyl)isoxazol-5-yl)pyridin-1-ium-1-yl)methyl hydrogen phosphate